C(C)C(CC(=O)OC)CC(CC(=O)OC)CC 3,5-diethylpimelic acid, dimethyl ester